2-(3-bromo-2-chlorophenyl)-5,6-dihydro-4H-pyrrolo[3,4-d]oxazole BrC=1C(=C(C=CC1)C=1OC2=C(N1)CNC2)Cl